CN(CCN(C1=CC=C(C=C1)N1C(C(=CC2=C1N=C(N=C2)SC)N2CCN(C1=C(C=CC=C21)C)C(=O)OCC2=CC=CC=C2)=O)C)C benzyl 4-[8-[4-[2-(dimethylamino)ethyl-methyl-amino]phenyl]-2-methylsulfanyl-7-oxo-pyrido[2,3-d]pyrimidin-6-yl]-8-methyl-2,3-dihydroquinoxaline-1-carboxylate